2-(4-(diphenylamino)phenyl)-5,8-dimethyl-1,6-naphthyridine-7-carboxylic acid methyl ester COC(=O)C1=NC(=C2C=CC(=NC2=C1C)C1=CC=C(C=C1)N(C1=CC=CC=C1)C1=CC=CC=C1)C